CO[Si](OC(C)C)(OC)OC trimethoxy(isopropoxy)silane